C(C1=CC=CC=C1)OC(C(=C)C(C1=CC=CC=C1)OC(C)=O)=O 2-(acetoxy(phenyl)methyl)acrylic acid benzyl ester